2,2-difluoro-3-[(pyridin-2-yl)-amino]propanoic acid FC(C(=O)O)(CNC1=NC=CC=C1)F